OC1=CC=C(C=C1)CCC(=O)O 3-(4-Hydroxyphenyl)-propanoic acid